BrC1=CC2=C(OC3=C2C(=CC=C3)C3=CC=C(C=C3)C3=CC=CC2=C3OC3=C2C=CC=C3)C=3C=CC=CC13 5-bromo-7-(4-dibenzofuran-4-ylphenyl)naphtho[1,2-b]benzofuran